4-bromo-2-butyl-1H-benzo[d]imidazole BrC1=CC=CC=2NC(=NC21)CCCC